ClC1=NSSC1 4-chloro-5H-1,2,3-dithiazol